C(C)OC(=O)[C@@H]1C[C@H](CCC1)O.C(C)C1=CC2=C(C3=CC=CC=C3C=C2C=C1)OC(=O)OCCCCC |r| 2-ethyl-9-(n-pentyloxycarbonyloxy)anthracene racemic-trans-ethyl-3-hydroxy-cyclohexanecarboxylate